OC1=C(C2=CC=CC=C2C=C1)CN1CCC2=CC=CC=C12 1-((2-hydroxynaphthalen-1-yl)methyl)indolin